4-((1r,4s)-4-(3-bromo-2-methylphenoxy)cyclohexyl)butan-2-ol BrC=1C(=C(OC2CCC(CC2)CCC(C)O)C=CC1)C